BrC1=C2C=C(C(N(C2=CC=C1)C)=O)C(=O)NC1=NC=CC=C1 5-Bromo-1-methyl-2-oxo-N-(2-pyridinyl)quinoline-3-carboxamide